[Cl-].[Na+].[Cl-].[Ca+2] Calcium chloride Sodium Chloride